6-((4-chloro-1-methyl-1H-pyrazol-5-yl)methyl)-5-(4-methoxybenzyl)-5,6-dihydro-4H-pyrrolo[3,4-d]thiazol-4-one ClC=1C=NN(C1CC1N(C(C=2N=CSC21)=O)CC2=CC=C(C=C2)OC)C